C(#N)[C@H](CC1=CC=C(C=C1)C=1C=CC2=C(N(C(O2)=O)C)C1)NC(=O)[C@H]1OCC(CNC1)SC (2S)-N-[(1S)-1-cyano-2-[4-(3-methyl-2-oxo-2,3-dihydro-1,3-benzoxazol-5-yl)phenyl]ethyl]-6-(methylsulfanyl)-1,4-oxazepane-2-carboxamide